tert-Butyl (2-(2-((2-((6-bromobenzo[d]thiazol-2-yl)amino)ethyl)(methyl)amino)ethoxy)-4-(4-methylthiazol-5-yl)benzyl)carbamate BrC1=CC2=C(N=C(S2)NCCN(CCOC2=C(CNC(OC(C)(C)C)=O)C=CC(=C2)C2=C(N=CS2)C)C)C=C1